BrC=1C=CC(=NC1)OCC1=CC=C(C=C1)C(F)(F)F 5-bromo-2-((4-(trifluoromethyl)benzyl)oxy)pyridine